C(C)(C)(C)OC(=O)N(C(OC(C)(C)C)=O)C1=NN(C=C1C#N)C1=C(C=C(C=C1C)C1CC1)C(F)F tert-butyl (tert-butoxycarbonyl)(4-cyano-1-(4-cyclopropyl-2-(difluoromethyl)-6-methylphenyl)-1H-pyrazol-3-yl)carbamate